3-oxopropyl ethanethioate C(C)(OCCC=O)=S